tri-tert-butyl-(phenyl)stannane C(C)(C)(C)[Sn](C1=CC=CC=C1)(C(C)(C)C)C(C)(C)C